C(#N)C=1C=C(OC2=CC=C3C(=C(N=C(C3=C2)OC)C(=O)NCC(=O)O)O)C=CC1 (7-(3-cyanophenoxy)-4-hydroxy-1-methoxyisoquinoline-3-carbonyl)glycine